C(C)OCCCCCCCC\C=C/CCCCCCCCO EthoxyOleyl Alcohol